COC1=CC=C(C=C1)C1=CC=C(C=N1)\C=C/1\C(NC(S1)=O)=O (Z)-5-((6-(4-methoxyphenyl)pyridin-3-yl)methylene)thiazolidin-2,4-dione